C1CC1CNC(C2=CC=CC=C2)C3=CC(=C(C=C3)F)NC(=O)C4=CC(=NN4C5=CC=CC(=C5)CN)C(F)(F)F (+)-1-(3-(aminomethyl)phenyl)-N-(5-(((cyclopropylmethyl)amino)(phenyl)methyl)-2-fluorophenyl)-3-(trifluoromethyl)-1H-pyrazole-5-carboxamide